bisisopropylamide C(C)(C)[N-]C(C)C